(E)-3-(4-(8-((1R,3S,5S)-8-azabicyclo[3.2.1]octan-3-yl)-7-oxo-5,6,7,8-tetrahydropyrido[2,3-c]pyridazin-3-yl)-3-hydroxyphenyl)-N-methylacrylamide [C@H]12CC(C[C@H](CC1)N2)N2C(CCC1=C2N=NC(=C1)C1=C(C=C(C=C1)/C=C/C(=O)NC)O)=O